5-(4-((2-(4-((3-(2-methoxyethoxy)-5-(trifluoromethoxy)benzyl)amino)butoxy)ethyl)amino)-1H-indazol-6-yl)pyridazin-3-ol COCCOC=1C=C(CNCCCCOCCNC2=C3C=NNC3=CC(=C2)C=2C=C(N=NC2)O)C=C(C1)OC(F)(F)F